2-(3-(4-(2-((1-methyl-1H-pyrazol-4-yl)amino)pyrimidin-4-yl)-1H-pyrazol-1-yl)azetidin-3-yl)acetonitrile CN1N=CC(=C1)NC1=NC=CC(=N1)C=1C=NN(C1)C1(CNC1)CC#N